C1(CCC1)[C@@H](C(=O)N[C@H]1C2=C(C(N3N(C1=O)CC1(CC1)C3)=O)C=CC=C2)CC(=O)NC2=CC(=NN2C)NC(C(C)C)=O (S)-2-cyclobutyl-N1-((S)-5,11-dioxo-10,11-dihydro-1H,3H,5H-spiro[benzo[d]pyrazolo[1,2-a][1,2]diazepine-2,1'-cyclopropan]-10-yl)-N4-(3-isobutyramido-1-methyl-1H-pyrazol-5-yl)succinamide